FC(OC1=CC=CC=2C(N([C@H]3C=4N([C@@H](C21)C3)C3=C(N4)C=CC(=C3)C#CC3(CN(C3)CCO)C)C([2H])([2H])[2H])=O)F (7R,14R)-1-(difluoromethoxy)-11-((1-(2-hydroxyethyl)-3-methylazetidin-3-yl)ethynyl)-6-(methyl-d3)-6,7-dihydro-7,14-methanobenzo[f]benzo[4,5]imidazo[1,2-a][1,4]diazocin-5(14H)-one